BrC=1C=CC=C2C(=CNC12)C1=NC(=NC=C1C(F)(F)F)N[C@@H]1C[C@H](CCC1)N trans-N1-(4-(7-bromo-1H-indol-3-yl)-5-(trifluoromethyl)pyrimidin-2-yl)cyclohexane-1,3-Diamine